2-[(S)-amino(4,4-difluorocyclohexyl)methyl]Imidazo[1,2-b]Pyridazine N[C@H](C=1N=C2N(N=CC=C2)C1)C1CCC(CC1)(F)F